CC1=CNC2=NC=C(C=C21)C=2C=C1CCN(CC1=C(C2)[C@H]2N(CCC2)C(=O)OC(C)(C)C)C(=O)[C@@H]2COCC2 tert-butyl (S)-2-(6-(3-methyl-1H-pyrrolo[2,3-b]pyridin-5-yl)-2-((S)-tetrahydrofuran-3-carbonyl)-1,2,3,4-tetrahydroisoquinolin-8-yl)pyrrolidine-1-carboxylate